FC(C1=NC2=CC=CC=C2C(=C1)N[C@@H]1C[C@@H](CCC1)NC(=O)C1=NOC2(C1)CN(CCC2)C(=O)OC(C)(C)C)(F)F tert-butyl 3-{[(1R,3S)-3-{[2-(trifluoromethyl)quinolin-4-yl]amino}cyclohexyl]carbamoyl}-1-oxa-2,7-diazaspiro[4.5]dec-2-ene-7-carboxylate